C(C)(C)(C)OC(=O)N1C(C2=CC=CC(=C2CC1)N(C(CN(C)C)=O)C)C(NCC1=CC=C(C=C1)C(=O)OC(C)(C)C)=O 1-((4-(tert-butoxycarbonyl)phenyl)methylcarbamoyl)-5-(2-(dimethylamino)-N-methylacetamido)-3,4-dihydroisoquinoline-2(1H)-carboxylic acid tert-butyl ester